C1(CC1)C1=NN(C=N1)C1CC2(CN(C2)C(=O)N2CC3(C2)CN(C3)CC3=CC(=CC(=C3)F)F)C1 [6-(3-cyclopropyl-1,2,4-triazol-1-yl)-2-azaspiro[3.3]heptan-2-yl]-[6-[(3,5-difluorophenyl)methyl]-2,6-diazaspiro[3.3]heptan-2-yl]methanone